[I-].C1(=CC=CC2=CC=CC=C12)C[NH3+] naphthylmethyl-ammonium iodide